phosphoacrylate P(=O)(=O)C(C(=O)[O-])=C